3-(benzo[d][1,3]dioxol-5-yl)-3-(7-(2-((4,4-difluorocyclohexyl)amino)-2-oxoethoxy)naphthalen-2-yl)propanoic acid O1COC2=C1C=CC(=C2)C(CC(=O)O)C2=CC1=CC(=CC=C1C=C2)OCC(=O)NC2CCC(CC2)(F)F